12-oxo-N-(piperidin-2-ylmethyl)-12H-benzo[g]pyrido[2,1-b]quinazoline O=C1N2C(N(C=3C=C4C(=CC13)C=CC=C4)CC4NCCCC4)=CC=CC2